5-[[1-[(2,3-dichlorophenyl)methyl]-4-piperidyl]sulfonyl]quinolin-8-ol ClC1=C(C=CC=C1Cl)CN1CCC(CC1)S(=O)(=O)C1=C2C=CC=NC2=C(C=C1)O